C(#N)C=1C=C(C=C(C1N[C@@H](CSC1COCCC1)CCN(C)C)F)S(=O)(=O)NC(=O)C1(CCCCC1)OC N-((3-cyano-4-(((2R)-4-(dimethylamino)-1-((tetrahydro-2H-pyran-3-yl)thio)butan-2-yl)amino)-5-fluorophenyl)sulfonyl)-1-methoxycyclohexane-1-carboxamide